7-cyano-10-(4-fluorobenzoyl)-6,8,9-trifluoro-1,2,3,4-tetrahydropyrimido[1,2-a]indole C(#N)C=1C(=C(C=2C(=C3N(C2C1F)CCCN3)C(C3=CC=C(C=C3)F)=O)F)F